N-(2,2-difluoroethyl)-5-fluoro-N-isopropylbenzamide FC(CN(C(C1=CC=CC(=C1)F)=O)C(C)C)F